2-((2-chloro-6-methyl-5-oxo-5,6,7,8-tetrahydropyrido[4,3-d]pyrimidin-4-yl)amino)-1-fluoro-9-methyl-5,6,8,9,10,11-hexahydro-7H-pyrido[3',4':4,5]pyrrolo[2,3-f]isoquinolin-7-one ClC=1N=C(C2=C(N1)CCN(C2=O)C)NC=2N=CC=1CCC3=C(C1C2F)NC2=C3C(NC(C2)C)=O